COC=1C(=NC=CC1C)N1C(C2=CC=CC=C2C1=O)=O (3-methoxy-4-methylpyridin-2-yl)isoindoline-1,3-dione